C(C)(=O)NC=1C=2N=CN([C@H]3C[C@H](O)[C@@H](CO)O3)C2N=CN1 N-acetyl-2'-deoxyadenosine